CN(C(OC1=CC=C2C(=C(C(OC2=C1)=O)CC1=C(C(=CC=C1)NS(NC)(=O)=O)F)CN(C)CCF)=O)C 3-(2-fluoro-3-((N-methylsulfamoyl)amino)benzyl)-4-(((2-fluoroethyl)(methyl)amino)methyl)-2-oxo-2H-chromen-7-yl dimethylcarbamate